The molecule is a sesquiterpenoid that is 6,8-dimethoxy-2,2-dimethyl-2H-chromen-5-ol in which the hydrogen of one of the methyl groups at position 2 is replaced by a [(1R,2S)-1,2,3-trimethylcyclohex-3-en-1-yl]methyl group. It is isolated from an Okinawan sponge Spongia sp.SS-1037 and shows moderate cytotoxicity against L1210 murine leukemia and KB human epidermoid carcinoma cells. It has a role as a metabolite and an antineoplastic agent. It is a sesquiterpenoid, a member of chromenes, a member of phenols and an aromatic ether. C[C@@H]1C(=CCC[C@]1(C)CC[C@]2(C=CC3=C(C(=CC(=C3O2)OC)OC)O)C)C